3-(2-oxo-6-(piperazin-1-yl)benzo[cd]indol-1(2H)-yl)piperidine-2,6-dione hydrochloride Cl.O=C1N(C2=CC=C(C=3C2=C1C=CC3)N3CCNCC3)C3C(NC(CC3)=O)=O